N1(CCCCC1)C(=O)C=1C=NN2C1C=C(C=C2)C2=CNC1=NC=C(C=C12)C1=C(C=CC=C1)C piperidin-1-yl(5-(5-(o-tolyl)-1H-pyrrolo[2,3-b]pyridin-3-yl)pyrazolo[1,5-a]pyridin-3-yl)methanone